[(1R,2S,4R)-4-{[5-({4-[(1S)-6,7-Difluoro-3,4-dihydro-isochromen-1-yl]-2-thienyl}carbonyl)pyrimidin-4-yl]amino}-2-hydroxycyclopentyl]methyl sulfamate S(N)(OC[C@@H]1[C@H](C[C@@H](C1)NC1=NC=NC=C1C(=O)C=1SC=C(C1)[C@H]1OCCC2=CC(=C(C=C12)F)F)O)(=O)=O